The molecule is an acyl-CoA that is the S-(beta-alanyl) derivative of coenzyme A. It derives from a beta-alanine. It is a conjugate acid of a beta-alanyl-CoA(3-). CC(C)(COP(=O)(O)OP(=O)(O)OC[C@@H]1[C@H]([C@H]([C@@H](O1)N2C=NC3=C(N=CN=C32)N)O)OP(=O)(O)O)[C@H](C(=O)NCCC(=O)NCCSC(=O)CCN)O